CN1N=C(C(=C1)C=1C=C(C=C(C1)OC)[C@@H](C)NC(C1=C(C=CC(=C1)N1CCN(CC1)C)C)=O)C N-[(1R)-1-[3-(1,3-Dimethylpyrazol-4-yl)-5-methoxy-phenyl]ethyl]-2-methyl-5-(4-methylpiperazin-1-yl)benzamide